FC(OC1=CC=C(C=N1)C1=CN=CC(=N1)C(=O)NOCC1=C(C=CC(=C1)OC)F)F 6-(6-(difluoromethoxy)pyridin-3-yl)-N-((2-fluoro-5-methoxybenzyl)oxy)pyrazine-2-carboxamide